tert-butyl (R)-3-(5-(4-acryloyl-3-methyl-2-oxopiperazin-1-yl)furan-2-yl)propanoate C(C=C)(=O)N1[C@@H](C(N(CC1)C1=CC=C(O1)CCC(=O)OC(C)(C)C)=O)C